4-(pent-4-yn-1-ylamino)-2-(((S)-2,3,4,5-tetrahydro-3-hydroxybenzo[b][1,4]oxazepin-7-yl)amino)pyrimidine-5-carboxamide C(CCC#C)NC1=NC(=NC=C1C(=O)N)NC1=CC2=C(OC[C@H](CN2)O)C=C1